N-(3-(diethylamino)propyl)-2-(2-fluoro-3-methylphenyl)benzo[d]imidazo[2,1-b]thiazole C(C)N(CCCN1C(=CN2C1SC1=C2C=CC=C1)C1=C(C(=CC=C1)C)F)CC